cyclopropyl-di-tert-butylphosphine C1(CC1)P(C(C)(C)C)C(C)(C)C